1-((4-phenoxybenzoyl)glycyl)-4-(o-tolyl)pyrrolidine-2-carboxamide O(C1=CC=CC=C1)C1=CC=C(C(=O)NCC(=O)N2C(CC(C2)C2=C(C=CC=C2)C)C(=O)N)C=C1